[Na].OCCNCCC(=O)O hydroxyethyl-β-alanine sodium